NC=1C=C(OC=2C(=C(C=CC2)C2=CC=C(C=C2)N)C2=CC=C(C=C2)N)C=CC1 3-aminophenoxybis(4-aminophenyl)benzene